(S)-3-(tert-butyl)-N-(1-((1-cyanocyclopropyl)amino)-3-(6-(4-methylpiperazin-1-yl)benzo[d]oxazol-2-yl)-1-oxopropan-2-yl)-1-cyclopropyl-1H-pyrazole-5-carboxamide C(C)(C)(C)C1=NN(C(=C1)C(=O)N[C@H](C(=O)NC1(CC1)C#N)CC=1OC2=C(N1)C=CC(=C2)N2CCN(CC2)C)C2CC2